(S)-2-(2,4-dimethylthiazole-5-carboxamido)-N1-(1-(2-(2-adamantylamino)-2-oxoethyl)-2-oxo-1,2-dihydropyridin-3-yl)-N6-methyl-5-oxohexanediamide CC=1SC(=C(N1)C)C(=O)N[C@H](C(=O)NC=1C(N(C=CC1)CC(=O)NC1C2CC3CC(CC1C3)C2)=O)CCC(C(=O)NC)=O